C(#C)C1=C2C(=CC(=CC2=CC=C1F)O)C1=C(C=2N=C(N=C(C2C=N1)N(C)[C@@H]1[C@H](C1)F)OC([2H])([2H])C12CCCN2CC(C1)F)F 5-ethynyl-6-fluoro-4-(8-fluoro-4-(((1S,2S)-2-fluorocyclopropyl)(methyl)amino)-2-((2-fluorotetrahydro-1H-pyrrolizin-7a(5H)-yl)methoxy-d2)pyrido[4,3-d]pyrimidin-7-yl)naphthalen-2-ol